(S)-2-amino-3-(4-(5-(6-methoxybiphenyl-3-yl)-1,2,4-oxadiazol-3-yl)phenyl)propanoic acid hydrochloride Cl.N[C@H](C(=O)O)CC1=CC=C(C=C1)C1=NOC(=N1)C=1C=C(C(=CC1)OC)C1=CC=CC=C1